tert-butyl (E)-2-(2,6-dimethyl-4-(3-(6-(methylthio)benzofuran-2-yl)-3-oxoprop-1-en-1-yl)phenoxy)acetate CC1=C(OCC(=O)OC(C)(C)C)C(=CC(=C1)\C=C\C(=O)C=1OC2=C(C1)C=CC(=C2)SC)C